3-(2-(Dimethylamino)ethyl)-1H-indol-4-yl benzo[d]thiazole-2-carboxylate S1C(=NC2=C1C=CC=C2)C(=O)OC2=C1C(=CNC1=CC=C2)CCN(C)C